C(C)(=O)O.C(C1=CC=CC=C1)C1=C(C=CC=C1)P(C1=CC=CC=C1)C1=CC=CC=C1 benzyl-(triphenylphosphine) acetate